FC=1C=C(C=C(C1)F)C1CCC=2N1C=C(N2)NC(C(C)N2C[C@@H](C(CC2)(F)F)C2=CC=[N+](C=C2)[O-])=O 4-((3S)-1-(1-((5-(3,5-difluorophenyl)-6,7-dihydro-5H-pyrrolo[1,2-a]imidazol-2-yl)amino)-1-oxopropan-2-yl)-4,4-difluoropiperidin-3-yl)pyridine 1-oxide